[NH4+].FC(F)(F)C1N2CCC(C1)CC2 trifluoromethylquinuclidine ammonium